3-(N,N-dimethylamino)-N,N-dimethylacrylamide CN(C)C=CC(=O)N(C)C